5-bromo-3-((3-fluoropyridin-4-yl)methoxy)pyrazin-2-amine BrC=1N=C(C(=NC1)N)OCC1=C(C=NC=C1)F